ammonium ((2R,3S,5R)-5-(4-amino-2-oxopyrimidin-1(2H)-yl)-3-((butoxyoxidophosphoryl)oxy)tetrahydrofuran-2-yl)methyl butyl phosphate P(=O)(OC[C@H]1O[C@H](C[C@@H]1OP(=O)([O-])OCCCC)N1C(N=C(C=C1)N)=O)(OCCCC)[O-].[NH4+].[NH4+]